FC(S(=O)(=O)[NH2+]S(=O)(=O)C(F)(F)F)(F)F bistrifluoromethanesulfonyl-ammonium